ClC=1C=CC=C2C=CC=C(C12)C1CC=2N=C(N=C(C2C(O1)C)N1C[C@@H](NCC1)CC#N)OCC12CCCN2CCC1 2-[(2S)-4-[7-(8-chloronaphthalen-1-yl)-2-(hexahydropyrrolizin-7a-ylmethoxy)-5-methyl-5H,7H,8H-pyrano[4,3-d]pyrimidin-4-yl]piperazin-2-yl]acetonitrile